FC(CN1C(=NC2=C1C=CC=C2C2=CC=C(C=N2)C(=O)N2CCOCC(C2)(F)F)C(F)(F)F)F (6-(1-(2,2-difluoroethyl)-2-(trifluoromethyl)-1H-benzimidazol-4-yl)pyridin-3-yl)(6,6-difluoro-1,4-oxazepan-4-yl)methanone